2-((5-Fluoro-2-hydroxy-phenyl)-(5-(trifluoromethyl)-1H-imidazol-2-yl)methyl)-6-[4-(1-methyl-4-piperidyl)phenyl]isoindolin-1-one FC=1C=CC(=C(C1)C(N1C(C2=CC(=CC=C2C1)C1=CC=C(C=C1)C1CCN(CC1)C)=O)C=1NC(=CN1)C(F)(F)F)O